2-[[4-(3-methoxypropoxy)-3-methyl-2-pyridinyl]methylsulfanyl]-6,7-dihydro-3H-benzofuro[5,6-d]imidazole COCCCOC1=C(C(=NC=C1)CSC=1NC2=C(N1)C=C1CCOC1=C2)C